N-(4-methyl-3-(7-(methylamino)-1,6-naphthyridin-3-yl)phenyl)-5-(2,2,2-trifluoro-1-hydroxyethyl)nicotinamide CC1=C(C=C(C=C1)NC(C1=CN=CC(=C1)C(C(F)(F)F)O)=O)C=1C=NC2=CC(=NC=C2C1)NC